trideoxyribose O=CCCCCO